5-(Hydroxylaminosulfonyl)furan-3-carboxylic acid ethyl ester C(C)OC(=O)C1=COC(=C1)S(=O)(=O)NO